O1COC2=C1C=CC(=C2)CCN2[C@H](O[C@@H](C2=O)C)C=2C(=NN(C2)C2=CC=C(C=C2)Br)C2=CC=C(C=C2)F (2R,5R)-3-(2-(benzo[d][1,3]dioxolan-5-yl)ethyl)-2-(1-(4-bromophenyl)-3-(4-fluorophenyl)-1H-pyrazol-4-yl)-5-methyloxazolidin-4-one